FC=1C=C(NC(C)C=2C=C(C=C3C(C=C(OC23)N2CCOCC2)=O)N2NC(C=C2)=O)C=C(C1)F [8-[1-(3,5-difluoroanilino)ethyl]-2-morpholino-4-oxo-chromen-6-yl]-1,2-dihydropyrazol-3-one